(R)-1-(3,3-difluoro-1-methylpiperidin-4-yl)-8-(6-isopropoxypyridin-3-yl)-3-methyl-1,3-dihydro-2H-imidazo[4,5-c]quinolin-2-one FC1(CN(CC[C@H]1N1C(N(C=2C=NC=3C=CC(=CC3C21)C=2C=NC(=CC2)OC(C)C)C)=O)C)F